2,5-dimethyl-6-nitro-4H,5H-[1,3]oxazolo[4,5-c]quinoline CC=1OC2=C(CN(C=3C(=CC=CC23)[N+](=O)[O-])C)N1